C(C)(C)(C)OC(=O)NCCCC(=O)[O-] 4-(tert-butoxycarbonylamino)butyrate